bis-{4-(benzoxazole-2-yl)phenyl}-{4-(naphthalene-2-yl)phenyl}amine O1C(=NC2=C1C=CC=C2)C2=CC=C(C=C2)N(C2=CC=C(C=C2)C2=CC1=CC=CC=C1C=C2)C2=CC=C(C=C2)C=2OC1=C(N2)C=CC=C1